C(C1=CC=CC=C1)C(C(=O)C1=CC=C(C=C1)N1CCOCC1)(CC)N1CCOCC1 2-benzyl-2-(morpholino)-1-[4-(morpholino)phenyl]-1-butanone